BrC1=NC=CC(=C1)CCC#N 2-bromo-4-(2-cyanoethyl)pyridine